FC1=C(C(=O)N(C2=NC=CC3=CC=CC(=C23)C)[C@H]2CN(CCC2)C(=O)OC(C)(C)C)C=CC(=C1)C=1SC=C(N1)C tert-butyl (R)-3-(2-fluoro-N-(8-methylisoquinolin-1-yl)-4-(4-methylthiazol-2-yl)benzamido)piperidine-1-carboxylate